C(C)(C)(C)C1=CC(=NC=C1)C=1NC2=CC(=C(C=C2C1)SC(C(=O)O)(C)C)C#N 2-((2-(4-(tert-butyl)pyridin-2-yl)-6-cyano-1H-indol-5-yl)thio)-2-methylpropanoic acid